3-(trans-9-((S)-2-aminopropyl)-9-methoxy-2-oxo-1-oxa-3,4-diazaspiro[5.5]undec-4-ene-5-yl)-4-bromobenzonitrile hydrochloride Cl.N[C@H](CC1(CCC2(C(=NNC(O2)=O)C=2C=C(C#N)C=CC2Br)CC1)OC)C